2-Fluoro-5-cyano-N-(pyridin-3-yl)benzamide FC1=C(C(=O)NC=2C=NC=CC2)C=C(C=C1)C#N